ClC=1C=2N(C=CC1)C=C(N2)C(=O)N(C)C 8-chloro-N,N-dimethylimidazo[1,2-a]Pyridine-2-carboxamide